2-selenoxo-3-(4-tolyl)-imidazolidin-4-one hydrochloride Cl.[Se]=C1NCC(N1C1=CC=C(C=C1)C)=O